Cl.N1CCC(CC1)OC1=NC2=C(C=CC=C2C=C1)C#N (piperidin-4-yloxy)quinoline-8-carbonitrile hydrochloride